2-chloro-4-[4-(2-hydroxyethoxy)phenyl]-6-[(4-methoxyphenyl)methylsulfanyl]pyridine-3,5-dicarbonitrile ClC1=NC(=C(C(=C1C#N)C1=CC=C(C=C1)OCCO)C#N)SCC1=CC=C(C=C1)OC